FC=1C(=CC2=C(C(NC=3CNC[C@H](C23)N(C(=O)C=2C=C3C=CC(=CN3C2)F)C)=O)C1)F (S)-N-(8,9-difluoro-6-oxo-1,2,3,4,5,6-hexahydrobenzo[c][1,7]naphthyridin-1-yl)-6-fluoro-N-methylindolizine-2-carboxamide